N-(2-(2-(2-((2-(2,6-dioxopiperidin-3-yl)-1-oxoisoindolin-4-yl)amino)ethoxy)ethoxy)ethyl)-2-fluoro-4-(7-(quinolin-6-ylmethyl)imidazo[1,2-b][1,2,4]triazin-2-yl)benzamide O=C1NC(CCC1N1C(C2=CC=CC(=C2C1)NCCOCCOCCNC(C1=C(C=C(C=C1)C=1C=NC=2N(N1)C(=CN2)CC=2C=C1C=CC=NC1=CC2)F)=O)=O)=O